2,6-dichloro-1,4-phenylenoxid ClC1=C2C(=CC(=C1)O2)Cl